vinyl-terephthalic acid lithium [Li].C(=C)C1=C(C(=O)O)C=CC(=C1)C(=O)O